NC\C=C(\CN1C=NC2=C1C=C(C=C2C=2C=NN(C2)CCO)C(F)(F)F)/F (Z)-2-(4-(1-(4-amino-2-fluorobut-2-en-1-yl)-6-(trifluoromethyl)-1H-benzo[d]imidazol-4-yl)-1H-pyrazol-1-yl)ethan-1-ol